acryloyloxy-5-methyl-benzoic acid C(C=C)(=O)OC1=C(C(=O)O)C=C(C=C1)C